N-(1-{[(cyanoimino)(5-quinolinylamino)methyl]amino}-2,2-dimethylpropyl)-2-(3,4-dimethoxyphenyl)acetamide C(#N)N=C(NC1=C2C=CC=NC2=CC=C1)NC(C(C)(C)C)NC(CC1=CC(=C(C=C1)OC)OC)=O